N-(3-fluorophenyl)-2-({2-[4-(2-hydroxy-2-methylpropoxy)pyridin-2-yl]-5H,6H,7H-cyclopenta[d]pyrimidin-4-yl}(methyl)amino)acetamide FC=1C=C(C=CC1)NC(CN(C)C=1C2=C(N=C(N1)C1=NC=CC(=C1)OCC(C)(C)O)CCC2)=O